CN1[C@@H](COCC1)CN1N=CC(=C1)[N+](=O)[O-] (3R)-4-methyl-3-[(4-nitro-1H-pyrazol-1-yl)methyl]morpholine